1-(5-tert-butylisoxazol-3-yl)-3-(4-(4-amino-1-isopropyl-1H-pyrazolo[3,4-d]pyrimidin-3-yl)phenyl)urea C(C)(C)(C)C1=CC(=NO1)NC(=O)NC1=CC=C(C=C1)C1=NN(C2=NC=NC(=C21)N)C(C)C